C(#N)C=1C=C(C=CC1)C1=NOC(=C1)C(=O)N(C1CC(C1)NC#N)C 3-(3-cyanophenyl)-N-methyl-N-[(1r,3r)-3-(cyanoamino)cyclobutyl]-1,2-oxazole-5-carboxamide